N(=[N+]=[N-])C1=CC=C(CN2C(C=CC(=C2)C2=NC(=NC(=C2)C(F)(F)F)S(=O)(=O)C)=O)C=C1 1-(4-azidobenzyl)-5-(2-(methylsulfonyl)-6-(trifluoromethyl)pyrimidin-4-yl)pyridin-2(1H)-one